N-(2,1,3-benzothiadiazol-4-yl)-6-bromo-1H-indole-3-sulfonamide N=1SN=C2C1C=CC=C2NS(=O)(=O)C2=CNC1=CC(=CC=C21)Br